FC1=CC=C(C=C1)C(CCC=O)=O 4-(4-fluorophenyl)-4-oxo-butyraldehyde